OCC(CC)N1C=C(C(C2=CC=CC(=C12)OC)=O)C(=O)O 1-(hydroxymethylpropyl)-8-methoxy-4-oxo-1,4-dihydroquinoline-3-carboxylic acid